C1(=CC=CC2=CC=CC=C12)N(C(O)=O)C naphthyl-N-methylcarbamic acid